C(C)(C)(C)OC(NC1=NC(=C(C(=C1)I)Cl)Cl)=O (5,6-Dichloro-4-iodopyridin-2-yl)carbamic acid tert-butyl ester